N1N=CC(=C1)C1=CC=C(C=C1)NC1=NC(=NC=C1OC)C1=CC=C2C=C(NC2=C1)C(=O)NC(C)C 6-(4-((4-(1H-pyrazol-4-yl)phenyl)-amino)-5-methoxy-pyrimidin-2-yl)-N-isopropyl-1H-indole-2-carboxamide